4-(hydroxymethyl)-N-(prop-2-yn-1-yl)benzamide OCC1=CC=C(C(=O)NCC#C)C=C1